C(C)(=O)OCC=1C(=NC=CC1C1=CN(C(C(=C1)NC1=NC=C(C=C1)C1CCN(CC1)C)=O)CC)N1C(C=2N(C=3CCCCC3C2)CC1)=O (4-(1-Ethyl-5-(5-(1-methylpiperidin-4-yl)pyridin-2-ylamino)-6-oxo-1,6-dihydropyridin-3-yl)-2-(1-oxo-3,4,6,7,8,9-hexahydropyrazino[1,2-a]indol-2(1H)-yl)pyridin-3-yl)methyl Acetate